NC=1C=C(C=CC1)S(=O)(=O)NC1=NC(=CC(=N1)OC1=C(C=C(C=C1)C1CCN(CC1)C)Cl)C1=C(C=CC=C1)C(C)C 3-amino-N-[4-[2-chloro-4-(1-methyl-4-piperidyl)phenoxy]-6-(2-isopropylphenyl)pyrimidin-2-yl]benzenesulfonamide